1-(3-hydroxypropan-1-yn-1-yl)cyclopentanol OCC#CC1(CCCC1)O